octyl-tributylphosphine C(CCCCCCC)C(CCC)P(CCCC)CCCC